6-oxopiperidin-2-carboxylat O=C1CCCC(N1)C(=O)[O-]